methyl (Z)-2-methoxy-3-(4-(2-(5-methyl-2-phenyloxazol-4-yl)ethoxy-1,1-d2)benzo[b]thiophen-7-yl)acrylate CO\C(\C(=O)OC)=C/C1=CC=C(C2=C1SC=C2)OC(CC=2N=C(OC2C)C2=CC=CC=C2)([2H])[2H]